C1(=CC=CC=C1)C1=C(C=CC=2C3=CC=CC=C3NC12)C=1C=CC=2NC3=CC=CC=C3C2C1 phenyl-2,3'-bi-9H-carbazole